N-((1r,4r)-4-(3-chloro-4-cyanophenoxy)cyclohexyl)-4-(4-((4-(4-(2,4-dioxotetrahydropyrimidin-1(2H)-yl)-1H-indol-1-yl)piperidin-1-yl)methyl)piperidin-1-yl)-3-fluorobenzamide ClC=1C=C(OC2CCC(CC2)NC(C2=CC(=C(C=C2)N2CCC(CC2)CN2CCC(CC2)N2C=CC3=C(C=CC=C23)N2C(NC(CC2)=O)=O)F)=O)C=CC1C#N